C(C)(C)(C)OC(NC(C)C1=C(C=NC=C1)CC)=O N-[1-(3-ethyl-4-pyridyl)ethyl]carbamic acid tert-butyl ester